COC(C1=C(C=C(C=C1)OC1=CC(=CC=2C=C(OC21)C)F)Cl)=O.ONC(C2=CC=C(C=C2)NC(CC2=CNC1=CC=C(C=C21)C2=CC=C(C=C2)C)=O)=O N-hydroxy-4-(2-(5-p-tolyl-1H-indol-3-yl)acetamido)benzamide methyl-2-chloro-4-((5-fluoro-2-methylbenzofuran-7-yl)oxy)benzoate